(3,5-dichloropyridin-2-yl)cyclopropane-1-carboxamide ClC=1C(=NC=C(C1)Cl)C1(CC1)C(=O)N